3-(3-aminophenyl)-N-{6-[(2-aminophenyl)amino]-6-oxohexyl}-1H-pyrazole-5-carboxamide NC=1C=C(C=CC1)C1=NNC(=C1)C(=O)NCCCCCC(=O)NC1=C(C=CC=C1)N